COC1=C(C=O)C(=CC(=C1)NC1=NSC2=C1C=CC=C2C2=CC=CC=C2)OC 2,6-dimethoxy-4-((7-phenylbenzo[d]isothiazol-3-yl)amino)benzaldehyde